beta-amino isobutyrate C[C@H](CN)C(=O)[O-]